N1N=CC(=C1)CNC=1C2=C(N=C(N1)OCC13CCCN3CCC1)C(=C(N=C2)C2=CC=CC1=CC=CC(=C21)CC)F N-((1H-pyrazol-4-yl)methyl)-7-(8-ethylnaphthalen-1-yl)-8-fluoro-2-((hexahydro-1H-pyrrolizin-7a-yl)methoxy)pyrido[4,3-d]pyrimidin-4-amine